ethanol sodium methoxide C[O-].[Na+].C(C)O